3-chloro-2-methoxyaniline Potassium 9-chlorohexadecafluoro-3-oxanonane-1-sulfonate ClC(C(C(C(C(C(OC(C(S(=O)(=O)[O-])(F)F)(F)F)(F)F)(F)F)(F)F)(F)F)(F)F)(F)F.[K+].ClC=1C(=C(N)C=CC1)OC